N-(2-amino-1-(3-chlorophenyl)-2-oxoethyl)-1-(5-methyl-2-((tetrahydro-2H-pyran-4-yl)amino)pyrimidin-4-yl)-1H-imidazole-4-carboxamide NC(C(C1=CC(=CC=C1)Cl)NC(=O)C=1N=CN(C1)C1=NC(=NC=C1C)NC1CCOCC1)=O